6,6'-(2,2'-dichloro-[1,1'-biphenyl]-3,3'-diyl)bis(3-((5-oxotetrahydrofuran-2-yl)methyl)pyrrolo[2,1-f][1,2,4]triazin-4(3H)-one) ClC1=C(C=CC=C1C=1C=C2C(N(C=NN2C1)CC1OC(CC1)=O)=O)C1=C(C(=CC=C1)C=1C=C2C(N(C=NN2C1)CC1OC(CC1)=O)=O)Cl